C(C)OC(=O)C=1C=NN(C1C1CC1)C=1C=2C3=C(C(N(C3=CC1)CC1=CC=C(C=C1)OC)=O)C=CC2 5-cyclopropyl-1-(1-(4-methoxybenzyl)-2-oxo-1,2-dihydrobenzo[cd]indol-6-yl)-1H-pyrazole-4-carboxylic acid ethyl ester